methyl-N,N-dimethyl-1-[[4-[5-(trifluoromethyl)-1,2,4-oxadiazol-3-yl]phenyl]methyl]-1,2,4-triazol-3-amine CC1=NC(=NN1CC1=CC=C(C=C1)C1=NOC(=N1)C(F)(F)F)N(C)C